2-(chloromethyl)-1,2-epoxypropane ClCC1(CO1)C